CN(S(=O)(=O)C=1C=C2N=CC(N(C2=CC1)C)=O)C(C(F)(F)F)C1=CC=C(C=C1)F N,1-dimethyl-2-oxo-N-(2,2,2-trifluoro-1-(4-fluorophenyl)ethyl)-1,2-dihydroquinoxaline-6-sulfonamide